ClC1=C(C(=O)O)C=CC(=C1)NC=1C=2N(C=CN1)C(=CN2)C=2C(=NNC2)C(F)(F)F chloro-4-[[3-[3-(trifluoromethyl)-1H-pyrazol-4-yl]imidazo[1,2-a]pyrazin-8-yl]amino]benzoic acid